1,8-dimethyl-aminonaphthalene CC1=C(C=CC2=CC=CC(=C12)C)N